OC(CN1CCC(CC1)C=1C=C2C(=C(NC2=CC1)C=1C=C(C(N(C1)CC(C)C)=O)C)C(C)C)(C)C 5-(5-(1-(2-hydroxy-2-methylpropyl)piperidin-4-yl)-3-isopropyl-1H-indol-2-yl)-1-isobutyl-3-methylpyridin-2(1H)-one